C1(CC1)NC(=O)NC1=CC=C(C=C1)OC1=CC2=C(N=C(N=C2)NC)N2C1=NCC2 1-cyclopropyl-3-(4-((2-(methylamino)-8,9-dihydroimidazo[1',2':1,6]pyrido[2,3-d]pyrimidin-6-yl)oxy)phenyl)urea